tert-butyl (S)-(1-(5-carbamoyl-4-((1-isopropyl-6-oxo-5-phenyl-1,6-dihydropyridin-3-yl)amino)pyrimidin-2-yl)piperidin-3-yl)carbamate C(N)(=O)C=1C(=NC(=NC1)N1C[C@H](CCC1)NC(OC(C)(C)C)=O)NC1=CN(C(C(=C1)C1=CC=CC=C1)=O)C(C)C